BrC1=CN(C2=CC=C(C=C12)C(=O)O)S(=O)(=O)C1=CC=C(C)C=C1 3-Bromo-1-tosyl-1H-indole-5-carboxylic Acid